2-(5-(1-methyl-1,2,3,6-tetrahydropyridin-4-yl)-1H-pyrrolo[2,3-b]pyridin-3-yl)thieno[2,3-c]pyridine CN1CCC(=CC1)C=1C=C2C(=NC1)NC=C2C2=CC=1C(=CN=CC1)S2